1-(3,5-dibromophenyl)-3-(2-hydrazinocarbonyl-5-trifluoromethoxyphenyl)-urea BrC=1C=C(C=C(C1)Br)NC(=O)NC1=C(C=CC(=C1)OC(F)(F)F)C(=O)NN